C1(CC1)NC(=O)C=1C(N(C=2N(C1O)N=C(C2\C=C\C(=O)N2CCOCC2)NC(OC)=O)CC(C)C)=O Methyl (E)-(6-(cyclopropylcarbamoyl)-7-hydroxy-4-isobutyl-3-(3-morpholino-3-oxoprop-1-en-1-yl)-5-oxo-4,5-dihydropyrazolo[1,5-a]pyrimidin-2-yl)carbamate